1,1-bis-(3-cyclohexyl-4-hydroxyphenyl)cyclohexane C1(CCCCC1)C=1C=C(C=CC1O)C1(CCCCC1)C1=CC(=C(C=C1)O)C1CCCCC1